4-[4-(2-aminoethyl)pyrazol-1-yl]-3-(6-piperidin-1-ylpyridazin-4-yl)oxybenzonitrile NCCC=1C=NN(C1)C1=C(C=C(C#N)C=C1)OC1=CN=NC(=C1)N1CCCCC1